FC(CNC=1C=2N(N=C(C1)C=1C(NC(NC1)=O)=O)C=CN2)(C2=CC=CC=C2)F 5-(8-((2,2-difluoro-2-phenylethyl)amino)imidazo[1,2-b]pyridazin-6-yl)pyrimidine-2,4(1H,3H)-dione